7-methyl-8-(6-methylpyridin-3-yl)-2-(prop-2-yn-1-ylsulfanyl)-3H-pyrazolo[1,5-a][1,3,5]triazin-4-one CC1=NN2C(N=C(NC2=O)SCC#C)=C1C=1C=NC(=CC1)C